Cl.N=1NC=C2C=CC(=CC12)C(=O)N 2H-indazole-6-carboxamide hydrochloride